COC1=C(C=CC=C1)C1CC(C1)O 3-(2-methoxyphenyl)cyclobutan-1-ol